4-((4-((3-bromo-2-hydroxy-4-((4-hydroxy-2-methoxy-6-methylbenzoyl)oxy)-5,6-dimethylbenzoyl)oxy)-2-hydroxy-3,6-dimethylbenzoyl)oxy)-2,3,5,6-tetramethylbenzoic acid BrC=1C(=C(C(=O)OC2=C(C(=C(C(=O)OC3=C(C(=C(C(=O)O)C(=C3C)C)C)C)C(=C2)C)O)C)C(=C(C1OC(C1=C(C=C(C=C1C)O)OC)=O)C)C)O